C(C=C)(=O)N1[C@H](CN(CC1)C1=NC(=NC=2CC(CCC12)N1CCCC2=CC=CC=C12)OC[C@H]1N(CCC1)C)CC#N 2-((2S)-1-acryloyl-4-(7-(3,4-dihydroquinolin-1(2H)-yl)-2-(((S)-1-methylpyrrolidin-2-yl)methoxy)-5,6,7,8-tetrahydroquinazolin-4-yl)piperazin-2-yl)acetonitrile